ClC1=C(C=CC=C1)[C@@H](C)NC1=C(C(=C(C(=O)N[C@H](C)\C=C\S(=O)(=O)C)C=C1)F)F 4-(((R)-1-(2-Chlorophenyl)ethyl)amino)-2,3-difluoro-N-((R,E)-4-(methylsulfonyl)but-3-en-2-yl)benzamide